C(#C)[C@H]1[C@@H](COC1)NC(OC(C)(C)C)=O |r| tert-butyl ((3S,4S)- and (3R,4R)-4-ethynyltetrahydrofuran-3-yl)carbamate